ClC=1C(=C(CN2[C@@H](C[C@@](CC2)(C(=O)O)CC2=NC(=CC=C2F)NC2=NNC(=C2)C)C)C(=CC1)F)F (2R,4R)-1-(3-chloro-2,6-difluorobenzyl)-4-((3-fluoro-6-((5-methyl-1H-pyrazol-3-yl)amino)pyridin-2-yl)methyl)-2-methylpiperidine-4-carboxylic acid